(5-Amino-2,3-dihydrobenzofuran-6-yl)methanol NC=1C(=CC2=C(CCO2)C1)CO